(E)-3-(3-hydroxy-4-(6-(methyl((1S,3R,5R)-1-methyl-8-azabicyclo[3.2.1]octan-3-yl)amino)pyridazin-3-yl)phenyl)-N-methylacrylamide OC=1C=C(C=CC1C=1N=NC(=CC1)N([C@H]1C[C@@]2(CC[C@H](C1)N2)C)C)/C=C/C(=O)NC